(E)-3-(3-fluoro-5-(3-(5-fluoro-3-methyl-1H-indazol-6-yl)acrylamido)-5-methylphenyl)propanoic acid FC1=CC(=CC(C1)(C)NC(\C=C\C1=C(C=C2C(=NNC2=C1)C)F)=O)CCC(=O)O